COC=1C=C2SC3=NC(=CN3C2=CC1)C(=O)O 10-Methoxy-7-thia-2,5-diazatricyclo[6.4.0.02,6]dodeca-1(12),3,5,8,10-pentaene-4-carboxylic acid